CN(C(=O)N1CCC(CC1)CCC1=CC=C(C=C1)NC(OCC1=CN=CO1)=O)C oxazol-5-ylmethyl (4-(2-(1-(dimethylcarbamoyl)piperidin-4-yl)ethyl)phenyl)carbamate